N-(5-((5-(2-hydroxypropan-2-yl)pyridin-2-yl)methoxy)-1,3,4-thiadiazol-2-yl)-5'-methoxy-2',6-dimethyl-(4,4'-bipyridine)-3-carboxamide OC(C)(C)C=1C=CC(=NC1)COC1=NN=C(S1)NC(=O)C=1C=NC(=CC1C1=CC(=NC=C1OC)C)C